C1=NC=CC=2CCCCC12 5,6,7,8-tetrahydroisoquinolin